C(C)N(CC)CC1=C(C=CC(=N1)NC=1C=CC(=C2CNC(C12)=O)C1=CN=C2N1C=CC(=C2)F)[C@H]2COCC2 (S)-7-((6-((diethyl-amino)methyl)-5-(tetrahydrofuran-3-yl)pyridin-2-yl)amino)-4-(7-fluoro-imidazo[1,2-a]pyridin-3-yl)isoindolin-1-one